ClC=1C=C(C=NC1N1N=CC=N1)NC(=O)NC=1C=NC=2N(C1C(C)NC)N=C(C2)Cl 1-(5-chloro-6-(2H-1,2,3-triazol-2-yl)pyridin-3-yl)-3-(2-chloro-7-(1-(methylamino)ethyl)pyrazolo[1,5-a]pyrimidin-6-yl)urea